(S)-2-amino-1-(4-((R)-amino(4,5-dichloro-2-hydroxyphenyl)methyl)piperidin-1-yl)butan-1-one N[C@H](C(=O)N1CCC(CC1)[C@H](C1=C(C=C(C(=C1)Cl)Cl)O)N)CC